N-(3-methoxyphenyl)-7H-pyrido[4',3':4,5]pyrrolo[2,3-c][1,7]naphthyridin-6-amine COC=1C=C(C=CC1)NC1=NC2=CN=CC=C2C2=C1NC1=C2C=CN=C1